C1(=CC=CC=C1)C1=NC(=NC(=N1)C1=CC=CC=C1)C1=C(C=C(C=C1)OCC)O 2-(4,6-diphenyl-1,3,5-triazine-2-yl)-5-ethoxyl-phenol